COCC1=NN(C(=C1)[N+](=O)[O-])COCC[Si](C)(C)C 3-(methoxymethyl)-5-nitro-1-{[2-(trimethylsilyl)ethoxy]methyl}-1H-pyrazole